Cl.O=NC1=CC=CC=C1 ketoaniline hydrochloride